C(C)(C)C=1C(=NNC1C=1C=C(C=2N(C1)N=CN2)C)C2=CN=C(S2)C2CCN(CC2)CC(C)(C)C 5-(4-isopropyl-5-(8-methyl-[1,2,4]triazolo[1,5-a]pyridin-6-yl)-1H-pyrazol-3-yl)-2-(1-neopentylpiperidin-4-yl)thiazole